ClC1=CC=C(C2=C1C=C(O2)F)COC2=NC(=NC=C2F)C2=CCC(CC2)CC2=NC=1C(=NC(=CC1)C(=O)OC)N2CCOC methyl 2-((4-(4-((4-chloro-2-fluorobenzofuran-7-yl)methoxy)-5-fluoropyrimidin-2-yl)cyclohex-3-en-1-yl)methyl)-3-(2-methoxyethyl)-3H-imidazo[4,5-b]pyridine-5-carboxylate